CS(=O)(=O)C1=CC=C(C=C1)C(C)O 1-(4-methanesulfonylphenyl)ethan-1-ol